C(N)(=O)C=1C=CC(=C(C(=O)OC)C1)NC1=C(C=NC2=CC=C(C=C12)Cl)S(=O)(=O)N1CCOCC1 methyl 5-carbamoyl-2-[(6-chloro-3-morpholinosulfonyl-4-quinolyl)amino]benzoate